methyl 2-((2-(2-((4-chloro-2-fluorobenzyl)oxy)pyrimidin-4-yl)-2,6-dihydropyrrolo[3,4-c]pyrazol-5(4H)-yl)methyl)-1-(2-methoxyethyl)-1H-benzo[d]imidazole-6-carboxylate ClC1=CC(=C(COC2=NC=CC(=N2)N2N=C3C(=C2)CN(C3)CC3=NC2=C(N3CCOC)C=C(C=C2)C(=O)OC)C=C1)F